C(C)(C)(C)C1=C(C=CC(=C1)C(C)(C)C)C(C(C(O)(C1=C(C=C(C=C1)C(C)(C)C)C(C)(C)C)C1=C(C=C(C=C1)C(C)(C)C)C(C)(C)C)(CO)CO)O tris[2,4-di-t-butylphenyl]pentaerythritol